COC1=CC=C(C=C1)N(C1=CC=C(C=C1)OC)C1=C2C3=C(C(=C(C4(C3=CC2=CC=C1)C=CC=C1C2=CC=CC=C2C=C14)N(C1=CC=C(C=C1)OC)C1=CC=C(C=C1)OC)N(C1=CC=C(C=C1)OC)C1=CC=C(C=C1)OC)N(C1=CC=C(C=C1)OC)C1=CC=C(C=C1)OC (tetrakis[N,N-bis(4-methoxyphenyl)amino])Spirobifluorene